C1(=CC=C(C=C1)NC1=CC=2C3(C4=CC=CC=C4C2C=C1)C1=CC=CC=C1C=1C=CC=CC13)C1=CC=CC=C1 N-([1,1'-biphenyl]-4-yl)-9,9'-spirobi[fluoren]-2-amine